COC(=O)C1=NC(=CC=C1C=1C(=CC2=C(O[C@@H](CC3=C2SC=C3)C)C1)C(=O)O)C(NCCC)=O (R)-8-(2-(methoxycarbonyl)-6-(propylcarbamoyl)pyridin-3-yl)-5-methyl-4,5-dihydrobenzo[b]thieno[2,3-d]oxepine-9-carboxylic acid